9,10-dihydroxyhexadecadienoic acid OC(CCCC=CC=CC(=O)O)C(CCCCCC)O